rel-(1R,5R,6R)-2-oxabicyclo[3.1.0]hexane-6-carboxylic acid [C@H]12OCC[C@@H]2[C@H]1C(=O)O |o1:0,4,5|